C1=C(C(=C(N1)C[NH3+])CC(=O)[O-])CCC(=O)[O-] The molecule is conjugate base of porphobilinogen arising from deprotonation of the two carboxy groups and protonation of the amino group; major species at pH 7.3. It has a role as a human metabolite and a Saccharomyces cerevisiae metabolite. It is a conjugate base of a porphobilinogen.